1-Carnitine C[N+](C)(C)C[C@@H](CC(=O)[O-])O